rel-tert-Butyl N-[3-ethyl-5-[[2-[(2R,5S)-2-(6-isoquinolyl)-5-methyl-1-piperidyl]-2-oxo-acetyl]amino]-2-pyridyl]carbamate C(C)C=1C(=NC=C(C1)NC(C(=O)N1[C@H](CC[C@@H](C1)C)C=1C=C2C=CN=CC2=CC1)=O)NC(OC(C)(C)C)=O |o1:13,16|